C(C1=CC=CC=C1)OC([C@@H](OC(=O)NCC(C(=O)O)F)C)=O 3-[[(1S)-2-benzyloxy-1-methyl-2-oxo-ethoxy]carbonylamino]-2-fluoro-propanoic acid